2-Isobutyrylquinazolin C(C(C)C)(=O)C1=NC2=CC=CC=C2C=N1